(1S,3R,5R)-N-(3-(5-fluoropyridin-3-yl)-4-methylphenyl)-3-methyl-1-(5-methyl-1,3,4-oxadiazol-2-yl)-6-azabicyclo[3.1.1]heptane-6-carboxamide FC=1C=C(C=NC1)C=1C=C(C=CC1C)NC(=O)N1[C@@H]2C[C@H](C[C@]1(C2)C=2OC(=NN2)C)C